N-([1,1'-biphenyl]-3-yl)-[1,1':4',1''-terphenyl]-4-amine C1(=CC(=CC=C1)NC1=CC=C(C=C1)C1=CC=C(C=C1)C1=CC=CC=C1)C1=CC=CC=C1